C(C)C1(CC(C1)(C1=NN=CN1C)C=1C=CC(=C(C1)NC(=O)C=1C(N(C=C(C1)CNCCC(C)C)CC(F)(F)F)=O)F)CC N-(5-(3,3-diethyl-1-(4-methyl-4H-1,2,4-triazol-3-yl)cyclobutyl)-2-fluorophenyl)-5-((isopentylamino)methyl)-2-oxo-1-(2,2,2-trifluoroethyl)-1,2-dihydropyridine-3-carboxamide